bis(p-sulfophenyl)phenylphosphine dihydrate dipotassium salt [K+].[K+].O.O.S(=O)(=O)([O-])C1=CC=C(C=C1)P(C1=CC=CC=C1)C1=CC=C(C=C1)S(=O)(=O)[O-]